PC1=C(C=CC=C1)C1=C(C=C(C=C1C(C)C)C(C)C)C(C)C phosphino-2',4',6'-tri-i-propyl-1,1'-biphenyl